COC(CN1CCNCC1)CCCC 1-(2-methoxy-hexyl)piperazine